NCC1=NNC(C2=CC=C(C=C12)C=1C=NN(C1C1=C(C#N)C(=CC=C1Cl)OC1CC1)C)=O (M)-2-(4-(4-(aminomethyl)-1-oxo-1,2-dihydrophthalazin-6-yl)-1-methyl-1H-pyrazol-5-yl)-3-chloro-6-cyclopropoxybenzonitrile